N-(2-(tert-Butyl)-5-hydroxy-4-(isopropyldimethylsilyl)phenyl)-4-oxo-1,4-dihydroquinoline-3-carboxamide C(C)(C)(C)C1=C(C=C(C(=C1)[Si](C)(C)C(C)C)O)NC(=O)C1=CNC2=CC=CC=C2C1=O